tert-butyl (5S)-5-methyl-2-[2-(1-methyl-4-piperidyl)-1,3-benzothiazol-5-yl]piperidine-1-carboxylate C[C@H]1CCC(N(C1)C(=O)OC(C)(C)C)C=1C=CC2=C(N=C(S2)C2CCN(CC2)C)C1